Cl.Cl.BrC=1C=CC2=C(N(C=N2)CCC[C@H]2NCCC[C@@H]2O)C1 (2R,3S)-2-(3-(6-bromo-1H-benzo[d]imidazol-1-yl)propyl)piperidin-3-ol dihydrochloride